2-(3-methylisoxazol-5-yl)pentanoate CC1=NOC(=C1)C(C(=O)[O-])CCC